4-vinyltetrahydrofuran-2-one C(=C)C1CC(OC1)=O